C(C)(=O)OCC1=C(C(=CC=C1CC1=NCCC2=CC(=C(C=C12)OCC1=CC=CC=C1)OC[2H])OC)OCC1=CC=CC=C1 2-(benzyloxy)-6-((7-(benzyloxy)-6-(methoxy-d)-3,4-dihydroisoquinolin-1-yl) methyl)-3-methoxybenzyl acetate